monoammonium methylphosphonate CP([O-])(O)=O.[NH4+]